(1-(8-Bromoimidazo[1,2-c]pyrimidin-5-yl)-4-methylpiperidin-4-yl)carboxylic acid tert-butyl ester C(C)(C)(C)OC(=O)C1(CCN(CC1)C1=NC=C(C=2N1C=CN2)Br)C